5-((7-aminoheptyl)amino)-2-(2,6-dioxopiperidin-3-yl)isoindoline-1,3-dione hydrochloride Cl.NCCCCCCCNC=1C=C2C(N(C(C2=CC1)=O)C1C(NC(CC1)=O)=O)=O